Propyl (S)-2-(2-methoxy-3-((7-(5-methyl-1,2,4-oxadiazol-3-yl)isoquinolin-1-yl)amino)propanamido)-4-methylthiazole-5-carboxylate CO[C@H](C(=O)NC=1SC(=C(N1)C)C(=O)OCCC)CNC1=NC=CC2=CC=C(C=C12)C1=NOC(=N1)C